3-[5-(3,3-difluoro-4-piperidyl)-6-fluoro-3-methyl-2-oxo-benzimidazol-1-yl]piperidine-2,6-dione FC1(CNCCC1C1=CC2=C(N(C(N2C)=O)C2C(NC(CC2)=O)=O)C=C1F)F